3-[(6-cyclopropylpyridazin-3-yl)amino]-N-[(5-methylfuran-2-yl)methyl]benzamide C1(CC1)C1=CC=C(N=N1)NC=1C=C(C(=O)NCC=2OC(=CC2)C)C=CC1